(1R,2S)-2-((S)-5H-Imidazo[5,1-a]isoindol-5-yl)-6-(methylsulfonyl)-1,2,3,4-tetrahydronaphthalen-1-ol C=1N=CN2C1C1=CC=CC=C1[C@@H]2[C@H]2[C@H](C1=CC=C(C=C1CC2)S(=O)(=O)C)O